C1(=CC=CC=C1)S(=O)(=O)O.NCC(C1=CC(=CC(=C1)F)Cl)NC(=O)C=1N=CN(C1)C1=NC(=NC=C1C)NC1CCOCC1 N-(2-amino-1-(3-chloro-5-fluoro-phenyl)ethyl)-1-(5-methyl-2-((tetrahydro-2H-pyran-4-yl)amino)-pyrimidin-4-yl)-1H-imidazole-4-carboxamide benzenesulfonic acid salt